2-[5-(bromomethyl)-3-nitro-pyrazol-1-yl]ethanol BrCC1=CC(=NN1CCO)[N+](=O)[O-]